ClC1=C(N=C2N1C=CC(=C2)C(=O)NC21COC(CC2)(C1)CO)C1=C(C=CC=C1C=1C(=NN(C1)C)F)F 3-chloro-2-(2-fluoro-6-(3-fluoro-1-methyl-1H-pyrazol-4-yl)phenyl)-N-(1-(hydroxymethyl)-2-oxabicyclo[2.2.1]heptan-4-yl)imidazo[1,2-a]pyridine-7-carboxamide